(2-((4-(2-((Cyclopropylmethyl)amino)ethyl)phenyl)carbamoyl)-4,5-dimethoxyphenyl)-4-oxo-4H-chromene-2-carboxamide trifluoroacetate salt FC(C(=O)O)(F)F.C1(CC1)CNCCC1=CC=C(C=C1)NC(=O)C1=C(C=C(C(=C1)OC)OC)C1=C(OC2=CC=CC=C2C1=O)C(=O)N